N-(4-(3-amino-N-methylpropylsulfamoyl)-3-methylphenyl)-3-(2,3-difluoro-4-methoxyphenyl)imidazo[1,2-a]pyrazin-8-amine NCCCN(S(=O)(=O)C1=C(C=C(C=C1)NC=1C=2N(C=CN1)C(=CN2)C2=C(C(=C(C=C2)OC)F)F)C)C